C(#N)OC1=CC2=CC=C(C=C2C=C1)OC#N 2,6-dicyanooxynaphthalene